C(C)(C)(C)OC(=O)N[C@H](C(=O)OCC1=CC=CC=C1)CC(=O)N[C@H](C(=O)OCC)CS (S)-benzyl 2-((tert-butoxycarbonyl)amino)-4-(((R)-1-ethoxy-3-mercapto-1-oxopropan-2-yl)amino)-4-oxobutanoate